C1(CCC1)C1=CC=C2C=C(C(=NC2=C1OCC1CCC1)OC)C(=O)OCC ethyl 7-cyclobutyl-8-(cyclobutylmethoxy)-2-methoxyquinoline-3-carboxylate